(2R,6R)-4-{[2-(2-chlorophenoxy)-6-fluorophenyl]methyl}-6-methyl-1-(2-methylpropanoyl)-N-{[4-(pyrimidin-2-yl)phenyl]methyl}piperazine-2-carboxamide ClC1=C(OC2=C(C(=CC=C2)F)CN2C[C@@H](N([C@@H](C2)C)C(C(C)C)=O)C(=O)NCC2=CC=C(C=C2)C2=NC=CC=N2)C=CC=C1